ClC=1C=C2C=NC(=NC2=CC1N1CCN(CC1)C1COC1)NC=1C=NN(C1Cl)C1(CC1)C 6-chloro-N-[5-chloro-1-(1-methylcyclopropyl)-1H-pyrazol-4-yl]-7-[4-(oxetan-3-yl)piperazin-1-yl]quinazolin-2-amine